[NH4+].P([O-])(O)(O)=O Phosphoric acid monoammonium salt